tert-butyl-2-(((tert-butoxycarbonyl)-((4-(4-(trifluoromethyl)phenyl)-4,5,6,7-tetrahydropyrazolo[1,5-a]pyrimidin-6-yl)methyl)amino)methyl)acrylate C(C)(C)(C)OC(C(=C)CN(CC1CN(C=2N(C1)N=CC2)C2=CC=C(C=C2)C(F)(F)F)C(=O)OC(C)(C)C)=O